2-methyl-3-(methylthio)-pyrazine CC1=NC=CN=C1SC